FC=1C=C2C(N(C(=NC2=C(C1)\C(\C)=N/[S@](=O)C(C)(C)C)N1CCOCC1)C)=O (R,Z)-N-(1-(6-fluoro-3-methyl-2-morpholino-4-oxo-3,4-dihydroquinazolin-8-yl)ethylidene)-2-methylpropane-2-sulfinamide